1-(4-bromo-3-fluoro-5-methylphenyl)-N-methyl-amine BrC1=C(C=C(C=C1C)CN)F